[N+](=O)([O-])C=1C=C(C=CC1)C=NC1=NN=C(S1)C=1C=C(C(O)=CC1)O 4-{5-[(3-Nitrophenylmethylene)amino]-1,3,4-thiadiazol-2-yl}catechol